((3R,4R)-1-formyl-4-hydroxypyrrolidin-3-yl)-5-hydroxy-6-(hydroxymethyl)-3-methoxytetrahydro-2H-pyran-2-carboxamide C(=O)N1C[C@H]([C@H](C1)O)C1(OC(C(CC1OC)O)CO)C(=O)N